CC1(CCCC1)[O-] 1-methylcyclopentan-1-olat